1-(2-chloroacetyl)-N-methyl-N-(propan-2-yl)piperidine-4-carboxamide ClCC(=O)N1CCC(CC1)C(=O)N(C(C)C)C